FC(CN1CC(NCC1)C1=CC=C(C=C1)C(=O)OC)F 4-(2,2-difluoroethyl)-2-(4-(methoxycarbonyl)phenyl)piperazin